ClC=1C=C(C=CC1)N[C@@H](CC(C)C)C(=O)N1[C@@H]2CC([C@H]([C@@H]1C(=O)N[C@H](C[C@H]1C(NCCC1)=O)C#N)CC2)(F)F (1S,3R,4S)-2-((3-chlorophenyl)-L-leucyl)-N-((R)-1-cyano-2-((S)-2-oxopiperidin-3-yl)ethyl)-5,5-difluoro-2-azabicyclo[2.2.2]octane-3-carboxamide